sodium (E)-1-cyanoprop-1-en-2-olate C(#N)\C=C(/C)\[O-].[Na+]